(E)-methyl-biphenyl-2-carboxylic acid methyl ester COC(=O)C=1C(=CC=CC1C)C1=CC=CC=C1